FC(C(=O)O)(F)F.CC=1N=C(NC1C)C1=NC=CC(=C1)C=1C=NC=C(C1)C(=O)N1CCC2(CCOCC2)CC1 (2'-(4,5-Dimethyl-1H-imidazol-2-yl)-3,4'-bipyridin-5-yl)(3-oxa-9-azaspiro[5.5]undecan-9-yl)methanone trifluoroacetate